2-aminomuconic acid N/C(/C(=O)O)=C\C=C\C(=O)O